C1=CC=C(C=C1)C=CF fluorostyrene